(2r,3r,4s,5r)-3,4,5-trihydroxy-2-methoxy-8,8-dimethyl-non-6-enoic acid ((3s,6r)-6-hydroxy-2-oxo-azepan-3-yl)-amide O[C@@H]1CC[C@@H](C(NC1)=O)NC([C@@H]([C@@H]([C@H]([C@@H](C=CC(C)(C)C)O)O)O)OC)=O